ethyl (6-hydroxypyrazolo[5,1-a]isoquinoline-5-carbonyl)glycinate OC1=C(N2C(C3=CC=CC=C13)=CC=N2)C(=O)NCC(=O)OCC